(S)-N-(2-chloro-5-fluoro-4-(N-(1-(piperidin-4-yl)ethyl)sulfamoyl)phenyl)-2-methylbenzamide hydrochloride Cl.ClC1=C(C=C(C(=C1)S(N[C@@H](C)C1CCNCC1)(=O)=O)F)NC(C1=C(C=CC=C1)C)=O